1-(methylamino)propane-1,2,3-triol CNC(C(CO)O)O